FC=1C(=C(C=C(C1)F)NC(=O)NC1=CC(=CC=C1)SC(F)(F)F)CO 1-(3,5-difluoro-2-hydroxymethylphenyl)-3-(3-trifluoromethylsulphanylphenyl)urea